Trifluoroacetonitrile FC(C#N)(F)F